C1(=CC=CC=C1)S(=O)(=O)NC(NC1=C(C=CC=C1)S(=O)(=O)NC1=C(C(=O)OCC)C=CC=C1)=O ethyl 2-(2-(3-(phenylsulfonyl) ureido)phenylsulfonamido)benzoate